N1(N=CC=C1)C1CC=2C(=NNC2CC1)C(=O)OCC ethyl 5-pyrazol-1-yl-4,5,6,7-tetrahydro-1H-indazole-3-carboxylate